6-(2-((cyclohexylamino)methyl)-5-(6-(trifluoromethyl)pyridin-2-yl)-1H-imidazol-4-yl)imidazo[1,2-a]pyridine-3-carbonitrile C1(CCCCC1)NCC=1NC(=C(N1)C=1C=CC=2N(C1)C(=CN2)C#N)C2=NC(=CC=C2)C(F)(F)F